ethyl 2-(1-amino-3,3,4,4,4-pentafluorobutan-2-yl)-5-[(3R)-3-methylmorpholin-4-yl]pyrazole-3-carboxylate NCC(C(C(F)(F)F)(F)F)N1N=C(C=C1C(=O)OCC)N1[C@@H](COCC1)C